(1R,5S)-6-(5-keto-7-tosyloxy-thiazolo[3,2-a]pyrimidin-2-yl)-3-azabicyclo[3.1.0]hexane-3-carboxylic acid benzyl ester C(C1=CC=CC=C1)OC(=O)N1C[C@H]2C([C@H]2C1)C1=CN2C(=NC(=CC2=O)OS(=O)(=O)C2=CC=C(C)C=C2)S1